CC[C@@H](/C=C/C=C\\C/C=C\\C/C=C\\C=C\\[C@H](CCCC(=O)O)OO)O The molecule is a polyunsaturated fatty acid that is (6E,8Z,11Z,14Z,16E)-icosapentaenoic acid substituted at positions 5 and 18 by hydroperoxy and hydroxy groups respectively (the 5S, 18S-stereoisomer). It has a role as a human blood serum metabolite and a human xenobiotic metabolite. It is a conjugate acid of a (5S)-hydroperoxy-(18S)-hydroxy-(6E,8Z,11Z,14Z,16E)-icosapentaenoate.